C(#C)C1=C(C=C(C=C1C(F)(F)F)C(F)(F)F)NC(C(C)(C)C)=O N-[2-ethynyl-3,5-bis(trifluoromethyl)phenyl]-2,2-dimethyl-propanamide